8-chloro-5,6-dihydro-11H-benzo[5,6]cyclohepta-[1,2-b]pyridine ClC=1C=CC2=C(CCC=3C(=NC=CC3)C2)C1